gamma-(beta-aminoethyl)aminopropyltriethoxysilane NCCNCCC[Si](OCC)(OCC)OCC